(3,4,5-trifluorophenyl)glycine tert-Butyl-2-[(7-cyano-2-formyl-2,3-dihydro-1H-inden-5-yl)oxymethyl]azetidine-1-carboxylate C(C)(C)(C)C1(N(CC1)C(=O)O)COC=1C=C2CC(CC2=C(C1)C#N)C=O.FC=1C=C(C=C(C1F)F)NCC(=O)O